COCCOC=1C=C(C=CC1)CN1N=CC(=C1)C1=NC=2N3C(N(C(C2N1)=O)CCC)=NC=C3 2-[1-[[3-(2-methoxyethoxy)phenyl]methyl]pyrazol-4-yl]-5-propyl-3H-imidazo[2,1-b]purin-4-one